3β,5α,6β-trihydroxycholanic acid O[C@@H]1C[C@@]2([C@@H](C[C@H]3[C@@H]4CC[C@H]([C@@H](CCC(=O)O)C)[C@]4(CC[C@@H]3[C@]2(CC1)C)C)O)O